CSC=CC1=CSC=C1 3-(2-(methylthio)vinyl)thiophene